CCS(=O)(=O)[O-] 2-ethylsulfonate